2-amino-5-((5-(3,4-difluorophenyl)pyridin-3-yl)oxy)-benzonitrile NC1=C(C#N)C=C(C=C1)OC=1C=NC=C(C1)C1=CC(=C(C=C1)F)F